HYDROXYKETONE OC(=O)O